(E)-1-(2-nitrovinyl)-3,5-bis(trifluoromethyl)benzene [N+](=O)([O-])/C=C/C1=CC(=CC(=C1)C(F)(F)F)C(F)(F)F